N-(1-methyl-1H-indazol-4-yl)benzamide CN1N=CC2=C(C=CC=C12)NC(C1=CC=CC=C1)=O